phenyl-diazenethiocarboxylic acid C1(=CC=CC=C1)N=NC(O)=S